(R)-6-(2-(imidazo[1,2-a]pyridin-3-yl)morpholino)pyrimidine-2,4-diamine N=1C=C(N2C1C=CC=C2)[C@@H]2OCCN(C2)C2=CC(=NC(=N2)N)N